ClC=1C=C2C(=CC(=NC2=CC1)C(F)(F)F)N[C@@H]1C[C@@H](CCC1)NC(=O)C=1NN=C2C=CC=CC12 N-[(1R,3S)-3-{[6-chloro-2-(trifluoromethyl)quinolin-4-yl]amino}cyclohexyl]-2H-indazole-3-carboxamide